7-(difluoro-methyl)-N-(2-methoxy-4-(2-(tri-fluorometh-oxy)ethoxy)-phenyl)quinolin-4-amine FC(C1=CC=C2C(=CC=NC2=C1)NC1=C(C=C(C=C1)OCCOC(F)(F)F)OC)F